(3R)-N-[2-cyano-6-(4-isopropylpiperazin-1-yl)phenyl]-3-methyl-3-phenylpyrrolidine-1-carboxamide C(#N)C1=C(C(=CC=C1)N1CCN(CC1)C(C)C)NC(=O)N1C[C@](CC1)(C1=CC=CC=C1)C